FC(C(=O)O)(F)F.N1CC(C1)CC1=NC(=NO1)C1=CC=C(C=C1)OCC1=CC(=C(C=C1)F)F 5-(azetidin-3-ylmethyl)-3-(4-((3,4-difluorobenzyl)oxy)phenyl)-1,2,4-oxadiazole trifluoroacetate salt